C(C)(C)(C)C1=C(C=CC(=C1)C(C)(C)C)OP([O-])[O-] 2,4-di-t-butylphenyl-phosphite